O1C=COC=C1 oxoxine